(2R,4S)-1-[(2R)-2-(4-cyclopropyltriazol-1-yl)-3,3-dimethyl-butanoyl]-4-hydroxy-N-[2-methyl-1-([1,2,4]triazolo[4,3-a]pyridin-3-yl)propyl]pyrrolidine-2-carboxamide C1(CC1)C=1N=NN(C1)[C@@H](C(=O)N1[C@H](C[C@@H](C1)O)C(=O)NC(C(C)C)C1=NN=C2N1C=CC=C2)C(C)(C)C